FC(C1=NOC=C1)(F)F 3-(Trifluoromethyl)isoxazol